fluorosulfonyl-difluorocopper acetate salt C(C)(=O)O.FS(=O)(=O)[Cu](F)F